(2-hydroxypent-4-ynyl)carbamic acid tert-butyl ester C(C)(C)(C)OC(NCC(CC#C)O)=O